N-methYl-D-aspartic acid CN[C@H](CC(=O)O)C(=O)O